N1N=NC=C1C(=O)O 1,2,3-triazole-5-formic acid